sodium 1-tert-Butoxycarbonyl azetidinate N1(CCC1)C(=O)OC(=O)OC(C)(C)C.[Na]